Propyl (5-(2-fluoro-5-((4-oxo-3,4-dihydrophthalazin-1-yl)methyl)phenyl)-1H-benzoimidazol-2-yl)carbamate FC1=C(C=C(C=C1)CC1=NNC(C2=CC=CC=C12)=O)C1=CC2=C(NC(=N2)NC(OCCC)=O)C=C1